CO[Si](OC)(OC)CCCN (TRIMETHOXYSILYLPROPYL)AMINE